4-[[5-(2-oxo-1H-imidazo[4,5-b]pyridin-3-yl)-2-pyridyl]oxy]-2-(trifluoro-methoxy)benzonitrile O=C1NC=2C(=NC=CC2)N1C=1C=CC(=NC1)OC1=CC(=C(C#N)C=C1)OC(F)(F)F